4-nitro-N-propylbenzenesulfonamide CCCNS(=O)(=O)C1=CC=C(C=C1)[N+](=O)[O-]